2-(cinnamyloxy)tetrahydrofuran C(C=CC1=CC=CC=C1)OC1OCCC1